2-amino-2-(hydroxy-methyl)propane-1,3-diol NC(CO)(CO)CO